(7-ethoxy-6-methoxy-1-(2-(5-methoxy-1H-indol-3-yl)ethyl)-3,4-dihydroisoquinolin-2(1H)-yl)(1H-imidazol-1-yl)methanone C(C)OC1=C(C=C2CCN(C(C2=C1)CCC1=CNC2=CC=C(C=C12)OC)C(=O)N1C=NC=C1)OC